C1C(CC2=CC=CC=C12)NC1=NC=C(C=N1)N1N=CC(=C1)C(=O)OCC ethyl 1-(2-((2,3-dihydro-1H-inden-2-yl)amino)pyrimidin-5-yl)-1H-pyrazole-4-carboxylate